NCC(=O)N1CC2(C1)CN(C2)C(C2=C(C=C(C=C2)NC=2C=1N(C=CN2)C(=CN1)C=1C(=NN(C1)CC(F)F)C(F)(F)F)Cl)=O 2-amino-1-(6-(2-chloro-4-((3-(1-(2,2-difluoroethyl)-3-(trifluoromethyl)-1H-pyrazol-4-yl)imidazo[1,2-a]pyrazin-8-yl)amino)benzoyl)-2,6-diazaspiro[3.3]heptan-2-yl)ethan-1-one